(E)-N-(4-(3-chloro-4-fluorophenyl)-5,6-dihydro-4H-pyrido[2,3,4-de]Quinazolin-7-yl)-4-(piperidin-1-yl)but-2-enamide ClC=1C=C(C=CC1F)N1CCC=2C=3C1=NC=NC3C=CC2NC(\C=C\CN2CCCCC2)=O